dimethyl-phenethyl-silicon acetate C(C)(=O)[O-].C[Si+](CCC1=CC=CC=C1)C